2-hydroxy-3-(tetradecanoyloxy)propyl docosanoate C(CCCCCCCCCCCCCCCCCCCCC)(=O)OCC(COC(CCCCCCCCCCCCC)=O)O